NN1CCN(CC1)C1=C(C=CC=C1)\C=C\C(=O)C1=CC=C(C=C1)C 4-amino-4'-methylpiperazinyl-chalcone